N-(4-(tert-butyl)phenyl)-1-(4-chlorophenyl)-1H-1,2,4-triazole-3-carboxamide C(C)(C)(C)C1=CC=C(C=C1)NC(=O)C1=NN(C=N1)C1=CC=C(C=C1)Cl